N1C=NC2=NC(=CC=C21)N2CCN(CC2)C(=O)OC(C)(C)C 4-(1H-imidazo[4,5-b]pyridin-5-yl)-1-tert-butoxycarbonylpiperazine